C(#N)CC1(CC1)N(C(OC(C)(C)C)=O)CC(C=1C=C(C=CC1)C)=O tert-butyl (1-(cyanomethyl)cyclopropyl)(2-oxo-2-(m-tolyl)ethyl)carbamate